3,3-Difluorocyclobutane FC1(CCC1)F